4-(3-(7-(difluoromethyl)-6-(1-methyl-1H-pyrazol-4-yl)-3,4-dihydroquinolin-1(2H)-yl)-4,5,6,7-tetrahydro-1H-pyrazolo[4,3-c]pyridin-1-yl)cyclohexan-1-one FC(C1=C(C=C2CCCN(C2=C1)C1=NN(C2=C1CNCC2)C2CCC(CC2)=O)C=2C=NN(C2)C)F